[Br-].COCCOCC[N+](CCCCCC=O)(C)C N-(2-(2-methoxyethoxy)ethyl)-N,N-dimethyl-6-oxohexan-1-aminium bromide